C(=O)C=1SC(=CC1)C1=C(C=CC=C1)OC 2-formyl-5-(2-methoxyphenyl)-thiophene